N1(N=NN=C1)C[C@H](C)OC=1C=C(C=CC1Cl)C=1C=NC(=NC1)NC=1C(=NN(C1)C1CCC(CC1)N1CCOCC1)OCCC(C)(O)C 4-((4-((5-(3-(((S)-1-(1H-tetrazol-1-yl)propan-2-yl)oxy)-4-chlorophenyl)pyrimidin-2-yl)amino)-1-((1r,4r)-4-morpholinocyclohexyl)-1H-pyrazol-3-yl)oxy)-2-methylbutan-2-ol